7-Iodo-8-methoxy-3-(3-methoxycyclobutyl)-[1,2,4]triazolo[4,3-a]pyridine IC1=C(C=2N(C=C1)C(=NN2)C2CC(C2)OC)OC